6-chloro-N-(4-((5-chlorobenzofuran-2-carboxamido)methyl)piperidin-1-yl)quinoline-2-carboxamide ClC=1C=C2C=CC(=NC2=CC1)C(=O)NN1CCC(CC1)CNC(=O)C=1OC2=C(C1)C=C(C=C2)Cl